1-Acetyl-5-(4-Methylphenyl)Pyrazolidine C(C)(=O)N1NCCC1C1=CC=C(C=C1)C